OCC1CC2C(C(=NO2)C=2C=NC(=C(C(=O)N)C2)OC)C1 5-(5-(hydroxymethyl)-3a,5,6,6a-tetrahydro-4H-cyclopenta[d]isoxazol-3-yl)-2-methoxynicotinamide